C(C)(C)(C)N1C(=C(C2=C1N=CN=C2N)I)C 7-(tert-butyl)-5-iodo-6-methyl-7H-pyrrolo[2,3-d]pyrimidin-4-amine